O[C@@H]1[C@@H](O)[C@H](O)[C@H](O)[C@@H](O1)C β-L-fucose